1-(2-aminoethyl)-2-heptyl-imidazoline tert-butyl-2-(3-bromo-2-methoxyphenyl)-7-hydroxy-2,6,6-trimethylheptanoate C(C)(C)(C)OC(C(CCCC(CO)(C)C)(C)C1=C(C(=CC=C1)Br)OC)=O.NCCN1C(=NCC1)CCCCCCC